C[C@@H]1C/C=C/C=C/[C@@H]([C@@H](C[C@@H]([C@@H]([C@H]([C@@H](CC(=O)O1)O)OC)O[C@H]2[C@@H]([C@H]([C@@H]([C@H](O2)C)O[C@H]3C[C@@]([C@H]([C@@H](O3)C)O)(C)O)N(C)C)O)CC=O)C)O The molecule is a macrolide antibiotic produced by Streptomyces kitasatoensis, showing activity against a wide spectrum of pathogens. It has a role as a bacterial metabolite. It is a leucomycin and a macrolide antibiotic.